1-(2-oxo-2-phenylethyl)pyridin O=C(CN1CC=CC=C1)C1=CC=CC=C1